2-[[1-[6-(2,4-dimethoxypyrimidin-5-yl)thieno[2,3-d]pyrimidin-4-yl]-4,4-difluoro-pyrrolidin-3-yl]oxymethyl]-4-methyl-morpholine COC1=NC=C(C(=N1)OC)C1=CC2=C(N=CN=C2N2CC(C(C2)(F)F)OCC2CN(CCO2)C)S1